C(#N)C[C@@H]1N(CCN(C1)C1=NC(=NC2=C(C(=CC=C12)C1=CC=CC2=CC=CC(=C12)C#C)F)OCC12CCCN2CCC1)C(=O)OC(C)(C)C tert-Butyl (S)-2-(cyanomethyl)-4-(7-(8-ethynylnaphthalen-1-yl)-8-fluoro-2-((tetrahydro-1H-pyrrolizine-7a(5H)-yl)methoxy)quinazolin-4-yl)piperazine-1-carboxylate